FC1(CC(C1)(O)CCNC(=O)C=1C(=C2C(=NC1)SC(=C2)C2=CN=CS2)NC(C)C)F N-(2-(3,3-Difluoro-1-hydroxycyclobutyl)ethyl)-4-(isopropylamino)-2-(thiazol-5-yl)thieno[2,3-b]pyridin-5-carboxamid